O=C1N(CCC(N1)=O)C1=CC=C(C=C1)N1CC(CC1)CN1CCN(CC1)C(=O)OC(C)(C)C tert-butyl 4-((1-(4-(2,4-dioxotetrahydropyrimidin-1(2H)-yl)phenyl)pyrrolidin-3-yl)methyl)piperazine-1-carboxylate